2-(2-dicyclohexylphosphinophenyl)-N,N-dimethylaniline C1(CCCCC1)P(C1=C(C=CC=C1)C1=C(N(C)C)C=CC=C1)C1CCCCC1